C(C)(C)N1CCN(CC1)CCNC1CCN(CC1)C1=CC(=CC=C1)C=1NC2=CC=C(C=C2C1)S(F)(F)(F)(F)F N-(2-(4-isopropylpiperazin-1-yl)ethyl)-1-(3-(5-(pentafluoro-λ6-sulfanyl)-1H-indol-2-yl)phenyl)piperidin-4-amine